5-bornyloxy-3-bromo-2(5H)furylcarbamic acid C12(C(CC(CC1)C2(C)C)OC2C=C(C(O2)NC(O)=O)Br)C